N=1C=NN2C1C=C(C=C2)OC2=C(C=C(C=C2)NC2=NC=NC=1C=C3C(=CC21)N2[C@H](CO3)CNCC2)C (S)-N-(4-([1,2,4]triazolo[1,5-a]pyridin-7-yloxy)-3-methylphenyl)-1,2,3,4,4a,5-hexahydropyrazino[1',2':4,5][1,4]oxazino[3,2-g]quinazolin-11-amine